azaporphyrin C1=CC2=NC1=CC3=NC(=CC4=CNC(=CC5=NC(=C2)C=C5)N4)C=C3